C1(CCCC1)C(=O)N1CCN(CC1)CC1=C(C(=CC=C1)NC=1SC2=C(N1)/C(/CCC2)=N/O)C (E)-cyclopentyl-(4-(3-((4-(hydroxyimino)-4,5,6,7-tetrahydrobenzo[d]thiazol-2-yl)amino)-2-methylbenzyl)piperazin-1-yl)methanone